C12C(CC(C=C1)C2)C(=O)OCCCCCCSSCCCCCCOP(N(C(C)C)C(C)C)OCCC#N 6-((6-(((2-cyanoethoxy)(diisopropylamino)phosphaneyl)oxy)hexyl)disulfaneyl)hexyl bicyclo[2.2.1]hept-5-ene-2-carboxylate